(S)-5-bromo-2-nitro-4-((5-oxo-1-((2-(trimethylsilyl)ethoxy)methyl)pyrrolidin-2-yl)methoxy)benzaldehyde BrC=1C(=CC(=C(C=O)C1)[N+](=O)[O-])OC[C@H]1N(C(CC1)=O)COCC[Si](C)(C)C